ethoxyethyltrimethoxysilane C(C)OCC[Si](OC)(OC)OC